2-[[(cis)-5-(hydroxymethyl)tetrahydrofuran-3-yl]amino]-4,7,8-trimethyl-5,7-dihydropteridin-6-one OC[C@@H]1C[C@@H](CO1)NC1=NC=2N(C(C(NC2C(=N1)C)=O)C)C